2-Isopropyl-4,5-dimethoxy-benzyl-N2-methyl-pyrimidine-2,4-diamine C(C)(C)C1=C(CC=2C(=NC(=NC2)NC)N)C=C(C(=C1)OC)OC